N1CC(C1)C=1OC=C(N1)C1=CC(=C(C(=C1)[N+](=O)[O-])C)F 2-(azetidin-3-yl)-4-(3-fluoro-4-methyl-5-nitrophenyl)oxazole